O1CCC(CC1)NC=1C=C2C3=C(C=NC2=CC1)C(C1=C3C=NC(=N1)C(F)(F)F)=O 2-((tetrahydro-2H-pyran-4-yl)amino)-9-(trifluoromethyl)-7H-pyrimido[5',4':3,4]cyclopenta[1,2-c]quinolin-7-one